N,N-dimethyl-but-2-enamide CN(C(C=CC)=O)C